(6-((2-((2-methoxy-5-methylphenyl)amino)-7H-pyrrolo[2,3-d]pyrimidin-4-yl)amino)quinoxalin-5-yl)dimethyl-phosphine oxide COC1=C(C=C(C=C1)C)NC=1N=C(C2=C(N1)NC=C2)NC=2C(=C1N=CC=NC1=CC2)P(C)(C)=O